OCCN(CCO)CCCN N,N-bis(2-hydroxyethyl)-3-aminopropylamine